COS(=O)(=O)[O-].C(CCCCCCC)[NH+](CCCCCCCC)CCCCCCCC trioctyl-ammonium (hydrogen)methyl-sulfate